tert-Butyl (((1s,4s)-1-hydroxy-4-(methylsulfonyl)cyclohexyl)methyl)carbamate OC1(CCC(CC1)S(=O)(=O)C)CNC(OC(C)(C)C)=O